tert-butyl N-[(1S)-3-(4-{2-methyl-5-[(3S)-3-(2,2,2-trifluoroethyl)pyrrolidine-1-carbonylamino]phenyl}-6-(morpholin-4-yl)pyridin-2-yl)-3-azabicyclo[3.1.0]hexan-1-yl]carbamate CC1=C(C=C(C=C1)NC(=O)N1C[C@@H](CC1)CC(F)(F)F)C1=CC(=NC(=C1)N1CCOCC1)N1C[C@@]2(CC2C1)NC(OC(C)(C)C)=O